C(C)N(CCCNC(C=C)=O)CC N-(3-(diethylamino)propyl)acrylamide